C(CCC=C)OC=1C=C(C=CC1)C1=CC=CC=C1 3-(4-penten-1-yloxy)-1,1'-biphenyl